hexane-1,2,3,4,5,6-hexayl hexakis(4-azido-2-methoxybenzoate) N(=[N+]=[N-])C1=CC(=C(C(=O)OCC(C(C(C(COC(C2=C(C=C(C=C2)N=[N+]=[N-])OC)=O)OC(C2=C(C=C(C=C2)N=[N+]=[N-])OC)=O)OC(C2=C(C=C(C=C2)N=[N+]=[N-])OC)=O)OC(C2=C(C=C(C=C2)N=[N+]=[N-])OC)=O)OC(C2=C(C=C(C=C2)N=[N+]=[N-])OC)=O)C=C1)OC